FC=1C(=NC(=NC1)NC=1C=NN(C1)[C@H]1[C@@H](CN(CC1)C(C)C)F)NC 5-fluoro-N2-(1-((trans)-3-fluoro-1-isopropylpiperidin-4-yl)-1H-pyrazol-4-yl)-N4-methylpyrimidine-2,4-diamine